BrC=1C(=C(C=C(C1)C(NC1=CC=C(C=C1)OC(F)(F)Cl)=O)NC(CC(=O)OC)=O)NC Methyl 3-((3-bromo-5-((4-(chlorodifluoromethoxy) phenyl) carbamoyl)-2-(methylamino) phenyl) amino)-3-oxopropionate